FC1=C(OC2=CC=NC3=CC(=C(C=C23)OC)OCCCCCCC(=O)[O-])C=CC(=C1)NC(=O)C1(CC1)C(NC1=CC=C(C=C1)F)=O.[K+] Kalium 7-[[4-[2-Fluoro-4-[[1-[(4-fluorophenyl)carbamoyl]cyclopropanecarbonyl] amino]phenoxy]-6-methoxy-7-quinolyl]oxy]heptanoat